NC1=C2N=C(N(C2=NC=N1)CCS(=O)(=O)NC1CC1)SC1=CC2=C(OCCO2)C=C1I 2-(6-amino-8-((7-iodo-2,3-dihydrobenzo[b][1,4]dioxin-6-yl)thio)-9H-purin-9-yl)-N-cyclopropyl-ethanesulfonamide